(5-chloro-2,4-difluorophenyl)-N-(methyl-d3)-2-(6-methyl-4-(trifluoromethyl)pyridin-2-yl)-5-oxopyrazolidine-3-carboxamide ClC=1C(=CC(=C(C1)N1N(C(CC1=O)C(=O)NC([2H])([2H])[2H])C1=NC(=CC(=C1)C(F)(F)F)C)F)F